N-(3,3-difluorocyclobutyl)-5-(3-ethyl-2-methyl-3H-imidazo[4,5-b]pyridin-5-yl)pyrrolo[2,1-f][1,2,4]triazin-2-amine FC1(CC(C1)NC1=NN2C(C=N1)=C(C=C2)C2=CC=C1C(=N2)N(C(=N1)C)CC)F